C1(=CC=CC=C1)CCCCCCCC[AlH2] phenyln-octylaluminum hydride